C(CCCCCCCCC)(=O)OCCCCCCCC.C=C ethylene octyl decanoate